Amino-6-chloropyrimidin-5-ol NC1=NC(=C(C=N1)O)Cl